C(C)NCC=1C=NN(C1C(=O)OCC)CC1=CC=C(C=C1)OC ethyl 4-((ethylamino) methyl)-1-(4-methoxybenzyl)-1H-pyrazole-5-carboxylate